bis(4-hydroxyphenyl)-(4-isopropylphenyl)methane OC1=CC=C(C=C1)C(C1=CC=C(C=C1)C(C)C)C1=CC=C(C=C1)O